FC=1C=C2CCC(NC2=CC1)C=1C=C2CCC(NC2=CC1)=O 6-fluoro-1,2,3,3',4,4'-hexahydro-[2,6'-biquinolin]-2'(1'H)-one